N-((8-fluoro-1,2,3,5,6,7-hexahydro-s-indacen-4-yl)carbamoyl)-5-(hydroxymethyl)-1-isopropyl-1H-pyrazole-3-sulfonamide FC=1C=2CCCC2C(=C2CCCC12)NC(=O)NS(=O)(=O)C1=NN(C(=C1)CO)C(C)C